6-((2,6-difluorophenyl)ethynyl)-1H-indazole FC1=C(C(=CC=C1)F)C#CC1=CC=C2C=NNC2=C1